(S)-(+)-5-(hydroxymethyl)-2-pyrrolidinone C1CC(=O)N[C@@H]1CO